C(C)OCOC1=C(C(=CC(=C1)C(F)(F)F)C)C1=CC2=C(N=N1)N(CCC2)C[C@H]2N(C[C@H](C2)F)C(=O)OC(C)(C)C tert-butyl (2S,4S)-2-((3-(2-(ethoxymethoxy)-6-methyl-4-(trifluoromethyl)phenyl)-6,7-dihydropyrido[2,3-c]pyridazin-8(5H)-yl)methyl)-4-fluoropyrrolidine-1-carboxylate